N-(2-(dimethylamino)ethyl)-4-(4-((7-ethyl-6-oxo-5,6-dihydro-1,5-naphthyridin-3-yl)methyl)piperazin-1-yl)-2-fluorobenzamide CN(CCNC(C1=C(C=C(C=C1)N1CCN(CC1)CC=1C=NC=2C=C(C(NC2C1)=O)CC)F)=O)C